C(C)N1N=C(C(=C1)C=1C=C(C=C2C(C(COC12)CC=1C=CC(=C(OCC(=O)N)C1)F)=O)CN1C(=NC=C1)C)C(F)(F)F 2-(5-((8-(1-ethyl-3-(trifluoromethyl)-1H-pyrazol-4-yl)-6-((2-methyl-1H-imidazol-1-yl)methyl)-4-oxochroman-3-yl)methyl)-2-fluorophenoxy)acetamide